Cl.Cl.C1NCC12CC(C2)N2CCC(CC2)C=2C=C(C=1N(C2)C=C(N1)C1=CC(=C(C=C1)OC)OC)C 6-(1-(2-azaspiro[3.3]hept-6-yl)piperidin-4-yl)-2-(3,4-dimethoxyphenyl)-8-methylimidazo[1,2-a]pyridine dihydrochloride